(4-(2-(3,5-dichlorophenylamino)-4-(piperidin-4-ylamino)pyrimidin-5-yl)-1H-pyrazol-1-yl)ethanol ethyl-2-chloro-1,3-thiazole-5-carboxylate C(C)C=1N=C(SC1C(=O)OC(C)N1N=CC(=C1)C=1C(=NC(=NC1)NC1=CC(=CC(=C1)Cl)Cl)NC1CCNCC1)Cl